N1(CCCCC1)C=1N=CC(=NC1)C=O (5-(piperidin-1-yl)pyrazin-2-yl)methanone